C(N)(=O)C1N(CCN(C1)C1=NC=NC2=CC(=C(C=C12)C1CC1)Cl)C(=O)OC(C)(C)C tert-Butyl 2-carbamoyl-4-(7-chloro-6-cyclopropylquinazolin-4-yl)piperazine-1-carboxylate